OC1C(N(CC1O)C1=NC(=CC(=C1)C(F)(F)F)C)=O 3,4-dihydroxy-1-(6-methyl-4-(trifluoromethyl)pyridin-2-yl)pyrrolidin-2-one